FC1=C(C(=CC=C1)C)N1CCN(CC1)C1=CC=2C(=NC(=CN2)C)N(C1=O)CC1=NC=CC=C1C(F)(F)F 7-(4-(2-Fluoro-6-methylphenyl)piperazin-1-yl)-3-methyl-5-((3-(trifluoromethyl)pyridin-2-yl)methyl)pyrido[2,3-b]pyrazin-6(5H)-one